vinyl-dimethoxyethoxysilane C(=C)[SiH2]OCC(OC)OC